[Cl-].[Cl-].C[Si](=[Zr+2](C1C(=CC2=C(C=CC=C12)C1=CC=CC=C1)C)C1C(=CC2=C(C=CC=C12)C1=CC=CC=C1)C)C dimethylsilanediyl-bis(2-methyl-4-phenyl-indenyl)zirconium dichloride